2-methyl-5-((1-methyl-1H-pyrazol-4-yl)amino)benzamide CC1=C(C(=O)N)C=C(C=C1)NC=1C=NN(C1)C